{2R,3R,4R,5R}-5-amino-2-(hydroxymethyl)tetrahydrO-2H-pyran-3,4-diol N[C@H]1[C@H]([C@H]([C@H](OC1)CO)O)O